CN1C(C[C@@H](C(=O)[O-])NC1=O)=O 1-methyl-L-4,5-dihydroorotate